CC1=CC(=C(C=C1)CC1=C(C=C(C=C1)C)O)O 1,1-bis(4-methyl-2-hydroxyphenyl)methane